[1,3]diazepino[1,2-b]indazol N=1C=CC=CN2NC=3C=CC=CC3C21